C1(CC1)N1N=NC(=C1)\C(=N\S(=O)(=O)C(C)(C)C)\C1=C2C=CN(C(C2=CC=C1)=O)C (R,E)-N-[(1-cyclopropyl-1H-1,2,3-triazol-4-yl)(2-methyl-1-oxo-1,2-dihydroisoquinolin-5-yl)methylene]-2-methylpropane-2-sulfonamide